6'-chloro-2'-oxo-1'-(1-propyl-1H-pyrazol-4-yl)-5,7-dihydro-spiro[cyclopenta[b]pyridine-6,3'-indoline]-2-carboxylic acid ClC1=CC=C2C3(C(N(C2=C1)C=1C=NN(C1)CCC)=O)CC=1C(=NC(=CC1)C(=O)O)C3